(5R)-2-[(5-bromo-3-methoxy-2-pyridinyl)oxymethyl]-5-methoxy-5,6-dihydro-4H-pyrrolo[1,2-b]pyrazole BrC=1C=C(C(=NC1)OCC=1C=C2N(N1)C[C@@H](C2)OC)OC